FC(CNC(=O)C1=NC=CC=C1)F N-(2,2-difluoroethyl)pyridinecarboxamide